CSC=1N=C(C(=NC1)C(=O)[O-])NC1=CC=C(C=C1)N1CCOCC1 5-methylsulfanyl-3-(4-morpholinoanilino)pyrazine-2-carboxylate